CC1=NC=CC(=N1)C1=C(N=C(S1)NC(=O)NC1=CC=CC=C1)C1=CC(=CC=C1)C N-[5-(2-methyl-4-pyrimidinyl)-4-(3-methylphenyl)-1,3-thiazol-2-yl]-N'-phenylurea